2-((4-methoxybenzyl)amino)-4-methyl-6-(trifluoromethyl)nicotinic acid ethyl ester C(C)OC(C1=C(N=C(C=C1C)C(F)(F)F)NCC1=CC=C(C=C1)OC)=O